2-chloro-N-(2-(1-cyclopropyl-2-hydroxy-2-methylpropyl)-1-oxo-2,3-dihydro-1H-pyrrolo[3,4-c]pyridin-7-yl)-6-fluoro-3-methylbenzamide ClC1=C(C(=O)NC=2C3=C(C=NC2)CN(C3=O)C(C(C)(C)O)C3CC3)C(=CC=C1C)F